IC=1C=C(CNC2=C3N=CN(C3=NC=N2)C[C@@H]2OC[C@H]([C@H]2O)O)C=CC1 (2S,3R,4R)-2-((6-((3-iodobenzyl)amino)-9H-purin-9-yl)methyl)tetrahydrofuran-3,4-diol